1,3-bis(3-aminopropyl)-1,3-dimethyl-1,3-diphenyldisiloxane NCCC[Si](O[Si](C1=CC=CC=C1)(C)CCCN)(C1=CC=CC=C1)C